5-propyldihydro-2(3H)-furanone C(CC)C1CCC(O1)=O